benzyl 6-(((6S,9S,12R)-12-benzyl-6-isobutyl-2,2,5,8-tetramethyl-4,7,10-trioxo-9-(2,2,2-trifluoroethyl)-3-oxa-5,8,11-triazatridecan-13-yl)oxy)-3-fluoroquinoline-5-carboxylate C(C1=CC=CC=C1)[C@@H](NC([C@@H](N(C([C@@H](N(C(OC(C)(C)C)=O)C)CC(C)C)=O)C)CC(F)(F)F)=O)COC1=C(C=2C=C(C=NC2C=C1)F)C(=O)OCC1=CC=CC=C1